N12CCC(CC1)[C@@]1(C2)CNC(O1)=O (5S)-spiro[1,3-oxazolidine-5,8'-1-azabicyclo[2.2.2]octane]-2-one